4-(4,4,5,5-tetramethyl-1,3,2-dioxaborolan-2-yl)benzoic acid CC1(OB(OC1(C)C)C1=CC=C(C(=O)O)C=C1)C